2-[2-hydroxyl-4-[3-(2-ethylhexyloxy)-2-Hydroxypropoxy]phenyl]-4,6-bis(2,4-dimethylphenyl)-1,3,5-triazine OC1=C(C=CC(=C1)OCC(COCC(CCCC)CC)O)C1=NC(=NC(=N1)C1=C(C=C(C=C1)C)C)C1=C(C=C(C=C1)C)C